ethyl-sulfuric acid C(C)OS(O)(=O)=O